C(C)(C)(C)N([C@@H](C(C)C)C(=O)N[C@@H](CCCNC(N)=O)C(=O)N[C@@H](CCCCN)C(=O)[O-])C(CCCCCN1C(C=CC1=O)=O)=O tert-butyl-N-[6-(2,5-dioxo-2,5-dihydro-1H-pyrrol-1-yl)hexanoyl]-L-valyl-N5-carbamoyl-L-ornithyl-L-lysinate